2',4',6'-triisopropyl-[1,1'-biphenyl] C(C)(C)C1=C(C(=CC(=C1)C(C)C)C(C)C)C1=CC=CC=C1